tert-Butyl 3-(7-(thiazol-2-yl)-5-(trifluoromethyl)benzo[d]oxazol-2-yl)-3,9-diazabicyclo[3.3.1]nonane-9-carboxylate S1C(=NC=C1)C1=CC(=CC=2N=C(OC21)N2CC1CCCC(C2)N1C(=O)OC(C)(C)C)C(F)(F)F